C(=C)C1=CC=C(C=C1)[Si](OC(C)C)(C)C 4-vinylphenyl-dimethyl-2-propoxysilane